N-[2,2-dimethyl-4-(piperidin-4-yl)-2,3-dihydro-1-benzofuran-7-yl]-8-(2-methoxyphenyl)quinazolin-2-amine CC1(OC2=C(C1)C(=CC=C2NC2=NC1=C(C=CC=C1C=N2)C2=C(C=CC=C2)OC)C2CCNCC2)C